4-(2-chloro-4-(methylsulfonyl) benzoyl)-1,3-dimethyl-1H-pyrazol-5-yl 3,7-dichloroquinoline-8-carboxylate ClC=1C=NC2=C(C(=CC=C2C1)Cl)C(=O)OC1=C(C(=NN1C)C)C(C1=C(C=C(C=C1)S(=O)(=O)C)Cl)=O